NCC=1C=C(C(=NC1)F)C1C(NC(CC1)=O)=O 3-(5-(Aminomethyl)-2-fluoropyridin-3-yl)piperidine-2,6-dione